(2-((2-((1-(1-ethylpiperidin-4-yl)-1H-pyrazol-4-yl)amino)-5-methylthieno[2,3-d]pyrimidine-4-yl)amino)phenyl)dimethylphosphine oxide C(C)N1CCC(CC1)N1N=CC(=C1)NC=1N=C(C2=C(N1)SC=C2C)NC2=C(C=CC=C2)P(C)(C)=O